((3aS,5S,6R,6aS)-6-(benzoyloxy)-2,2-dimethyl-tetrahydrofuro[2,3-d][1,3]dioxol-5-yl)methyl benzoate C(C1=CC=CC=C1)(=O)OC[C@H]1[C@H]([C@H]2[C@H](OC(O2)(C)C)O1)OC(C1=CC=CC=C1)=O